(R,E)-5-(3-(4-benzyl-2-oxooxazolidin-3-yl)-3-oxoprop-1-en-1-yl)-N-methyl-N-phenyl-1H-indole-2-carboxamide C(C1=CC=CC=C1)[C@H]1N(C(OC1)=O)C(/C=C/C=1C=C2C=C(NC2=CC1)C(=O)N(C1=CC=CC=C1)C)=O